COC1=C(CN(C(C2=CC(=CC(=C2)C(F)(F)F)C(F)(F)F)=O)C(C)C2=NC=CN=C2C=2OCC(N(N2)CC)=O)C=CC(=C1)OC N-(2,4-dimethoxybenzyl)-N-(1-(3-(4-ethyl-5-oxo-5,6-dihydro-4H-1,3,4-oxadiazin-2-yl)pyrazin-2-yl)ethyl)-3,5-bis(trifluoromethyl)benzamide